3-(2,4-Difluorophenyl)-2-((diphenylmethylene)amino)propanoic acid tert-butyl ester C(C)(C)(C)OC(C(CC1=C(C=C(C=C1)F)F)N=C(C1=CC=CC=C1)C1=CC=CC=C1)=O